N1(C=NC2=C1C=CC=C2)C2=NC1=CC(=C(C=C1C(=N2)NCN2CCNCC2)OC)OCCCN2CCCC2 2-(1H-benzo[d]imidazol-1-yl)-6-methoxy-N-(piperazin-1-ylmethyl)-7-(3-(pyrrolidin-1-yl)propoxy)quinazolin-4-amine